ethyl 2-(3,4-dichlorophenyl)-1-ethyl-6-[(5-nitroimidazol-1-yl)methyl]-4-oxo-pyridine-3-carboxylate ClC=1C=C(C=CC1Cl)C=1N(C(=CC(C1C(=O)OCC)=O)CN1C=NC=C1[N+](=O)[O-])CC